O=C1NC(CCC1N1C(N(C2=C1C=CC(=C2)N2CCN(CC2)C2CN(C2)C(=O)OC(C)(C)C)C)=O)=O Tert-butyl 3-(4-(1-(2,6-dioxopiperidin-3-yl)-3-methyl-2-oxo-2,3-dihydro-1H-benzo[d]imidazol-5-yl)piperazin-1-yl)azetidine-1-carboxylate